2-(3,3,3-trifluoropropyl)benzoic acid FC(CCC1=C(C(=O)O)C=CC=C1)(F)F